6-{4-[3-(4-methyl-1,2-thiazol-5-yl)pyridin-2-yl]piperazin-1-yl}-2-azaspiro[3.3]heptane-2-carboxylic acid ethyl ester C(C)OC(=O)N1CC2(C1)CC(C2)N2CCN(CC2)C2=NC=CC=C2C2=C(C=NS2)C